7-(((2-(trimethylsilyl)ethoxy)carbonyl)amino)heptyl 4,4-bis(((Z)-oct-5-en-1-yl)oxy)butanoate C(CCC\C=C/CC)OC(CCC(=O)OCCCCCCCNC(=O)OCC[Si](C)(C)C)OCCCC\C=C/CC